C1(C2C(C(=O)O1)CCCC2)=O Hexahydrophthalic anhydride